O1[C@H](COC2=C1C=CC=C2)C2=CC=C(CN1CCC3(CCCN(C3=O)C)CC1)C=C2 9-{4-[(2S)-2,3-dihydro-1,4-benzodioxin-2-yl]benzyl}-2-methyl-2,9-diazaspiro[5.5]undecan-1-one